triphenylacetic acid tin [Sn].C1(=CC=CC=C1)C(C(=O)O)(C1=CC=CC=C1)C1=CC=CC=C1